2-(6-amino-5-fluoro-2-methoxy-3-pyridyl)acetonitrile NC1=C(C=C(C(=N1)OC)CC#N)F